(E)-3-(4-Chlorophenyl)-1-[4-(2-hydroxyethoxy)phenyl]prop-2-en-1-one ClC1=CC=C(C=C1)/C=C/C(=O)C1=CC=C(C=C1)OCCO